BrC=1C=C(C(=NC1)N)C1=C(C=CC=C1)OC 5-bromo-3-(2-methoxyphenyl)pyridin-2-amine